[P].CC1=NC2=CC=CC=C2N=C1 Methyl-quinoxaline phosphorus